8-bromo-3-phenylbenzimidazolo[2,1-b][1,3]benzothiazin-12-one BrC1=CC2=C(C=C1)N1C(SC3=C(C1=O)C=CC(=C3)C3=CC=CC=C3)=N2